C(N)(=O)C=1N(N=C2C1NCCC2C2CCN(CC2)C(=O)OC(C)(C)C)C2=CC=C(C=C2)OC2=CC=C(C=C2)OC tert-butyl 4-{3-carbamoyl-2-[4-(4-methoxyphenoxy)phenyl]-4,5,6,7-tetrahydro-2H-pyrazolo[4,3-b]pyridin-7-yl}piperidine-1-carboxylate